Bis(phenyl)ethan C1(=CC=CC=C1)C(C)C1=CC=CC=C1